3-((7-(3-(1H-indol-6-yl)ureido)-3-oxo-2,3-dihydro-4H-benzo[b][1,4]oxazin-4-yl)methyl)benzamide N1C=CC2=CC=C(C=C12)NC(NC=1C=CC2=C(OCC(N2CC=2C=C(C(=O)N)C=CC2)=O)C1)=O